2H-pyrano[4',3':4,5]thieno[2,3-d]pyrimidine-2,4(3H)-dione N=1C(NC(C=2C1SC=1C2C=COC1)=O)=O